C(C)(C)(C)N1N=CC(=C(C1=O)Cl)OCC1=CC=C(C=C1)B1OC(C(O1)(C)C)(C)C 2-(tert-butyl)-4-chloro-5-((4-(4,4,5,5-tetramethyl-1,3,2-dioxaborolan-2-yl)benzyl)oxy)pyridazin-3(2H)-one